2,3-dihydro-1H-indene-1-carboxylic acid methyl ester COC(=O)C1CCC2=CC=CC=C12